(2R)-1-(2-{[1-(2,2-difluoroethyl)-1H-pyrazol-4-yl]sulfonyl}-2H,4H,5H,6H-pyrrolo[3,4-c]pyrazol-5-yl)-3-hydroxy-2-phenylpropan-1-one FC(CN1N=CC(=C1)S(=O)(=O)N1N=C2C(=C1)CN(C2)C([C@@H](CO)C2=CC=CC=C2)=O)F